CC=1C=CC=2NC3=CC=C(C=C3C2C1C)C1CN(C1)CCS(=O)(=O)C 3,4-dimethyl-6-(1-(2-(methylsulfonyl)ethyl)azetidin-3-yl)-9H-carbazole